CC1=C2CCC(C2=CC=C1)CC#N 2-(4-methyl-2,3-dihydro-1H-inden-1-yl)acetonitrile